ClC=1C=NSC1 4-chloroisothiazol